CC1=NC(=NC(=N1)NC1=CC=CC=C1)S 4-methyl-6-anilino-2-mercapto-1,3,5-triazine